C[C@H]1CN(C[C@H](C1)C)CC1=C(C=CC(=C1)[N+](=O)[O-])O 2-(((3R,S-S)-3,5-dimethylpiperidin-1-yl)methyl)-4-nitrophenol